p-tolyloxybutyl-phosphine chloride [Cl-].C1(=CC=C(C=C1)OCCCCP)C